C(C=C)(=O)OC1=C(C(=O)C2=CC=CC=C2)C=C(C=C1)C(C)(C)C acryloyloxy-5-t-butylbenzophenone